C(CCC(=O)[O-])(=O)[O-].C(CCC(=O)O)(=O)O.[Ca+2] calcium succinate-succinate salt